FC(C(=O)O)(F)F.COC1=NC=CC=C1C(=O)N 2-methoxypyridine-3-carboxamide trifluoroacetic acid salt